BrC=1OC2=C(N1)C=C(C=C2)Br 2,5-dibromobenzo[d]oxazole